N-(2-((2-(3-(4-isopropoxyphenyl)ureido)-6-methylpyrimidin-4-yl)amino)ethyl)methanesulfonamide C(C)(C)OC1=CC=C(C=C1)NC(NC1=NC(=CC(=N1)NCCNS(=O)(=O)C)C)=O